1-{2-[5-({[4-(Aminomethyl)phenyl]methyl}sulfanyl)-1-(furan-3-carbonyl)-4-methoxy-1H-pyrazol-3-yl]-3-methylazetidin-1-carbonyl}pyrrolidin-3-ol NCC1=CC=C(C=C1)CSC1=C(C(=NN1C(=O)C1=COC=C1)C1N(CC1C)C(=O)N1CC(CC1)O)OC